FC1=CC=2N(C=C1)N=C(N2)N[C@@H]2C[C@H](CC2)NC2=CC=C(C=N2)N2CC1=NC=CC=C1C2=O 6-(6-(((1S,3S)-3-((7-fluoro-[1,2,4]triazolo[1,5-a]pyridin-2-yl)amino)cyclopentyl)amino)pyridin-3-yl)-6,7-dihydro-5H-pyrrolo[3,4-b]pyridin-5-one